C(#N)C1CN(C1)S(=O)(=O)N1C[C@H](CCC1)C(=O)N1[C@H](CCC1)C(=O)NCC1=NC=C(C=C1F)C(F)(F)F 1-(((3S)-1-((3-cyano-1-azetidinyl)sulfonyl)-3-piperidinyl)carbonyl)-N-((3-fluoro-5-(trifluoromethyl)-2-pyridinyl)methyl)-D-prolinamide